FC1=C(C2=C(OCCO2)C=C1)C#N 6-Fluoro-2,3-dihydrobenzo[b][1,4]dioxine-5-carbonitrile